CC1=C(N=C(N1)C1=NC=CC(=C1)C=1C=NC=C(C1)N1CCOCC1)C(=O)NC1CCOCC1 5-Methyl-2-(5-morpholin-4-yl-3,4'-bipyridin-2'-yl)-N-(tetrahydro-2H-pyran-4-yl)-1H-imidazole-4-carboxamide